C(C1=CC=CC=C1)OC=1C=C(C=CC1I)C1=CNC(O1)=O 5-(3-(benzyloxy)-4-iodophenyl)oxazol-2(3H)-one